CC1=CC(=C2C(=NC=NN21)N)C2=NC=CC=N2 7-methyl-5-(pyrimidin-2-yl)pyrrolo[2,1-f][1,2,4]triazin-4-amine